2-(2-Bromobenzyl)-4-(4-bromophenyl)imidazole BrC1=C(CC=2NC=C(N2)C2=CC=C(C=C2)Br)C=CC=C1